NC1=C(C(N(C2=CC(=CC=C12)C1CC1)C1=CC=C(C=C1)N)=O)C(=O)OC methyl 4-amino-1-(4-aminophenyl)-7-cyclopropyl-2-oxo-1,2-dihydroquinoline-3-carboxylate